ClC1=CC=C(C=C1)C=1C=C(C(N(N1)C=1C=NC=CC1)=O)C(=O)N[C@H]1[C@@H](C(CCC1)(F)F)O |r| rac-6-(4-chlorophenyl)-N-[(trans)-3,3-difluoro-2-hydroxycyclohexyl]-3-oxo-2-(pyridin-3-yl)-2,3-dihydropyridazine-4-carboxamide